6-[2-[1-(cyclopropylmethyl)pyrazol-4-yl]-5-ethylsulfonyl-1-methyl-imidazol-4-yl]-2,2-difluoro-5H-[1,3]dioxolo[4,5-f]isoindol-7-one C1(CC1)CN1N=CC(=C1)C=1N(C(=C(N1)N1CC=2C=C3C(=CC2C1=O)OC(O3)(F)F)S(=O)(=O)CC)C